NC1=C(C(=NC(=N1)Cl)C(=O)OC)Cl Methyl 6-amino-2,5-dichloropyrimidine-4-carboxylate